C(C)(C)(C)OC(CCC(C(=O)N)N1C(C2=CC=C(C=C2C1)C1=NC=C(C(=C1)CO)F)=O)=O tert-butyl-5-amino-4-(5-(5-fluoro-4-(hydroxymethyl) pyridin-2-yl)-1-oxoisoindolin-2-yl)-5-oxopentanoate